C(C)(C)(C)OC(=O)N1CC(CC1)(C)C#CC1=C(C=C2C(=NC=NC2=C1)NC1=C(C(=C(C=C1)Cl)Cl)F)[N+](=O)[O-] 3-((4-((3,4-dichloro-2-fluorophenyl)amino)-6-nitroquinazolin-7-yl)ethynyl)-3-methylpyrrolidine-1-carboxylic acid tert-butyl ester